ClC1=NC(OC2=C1C=CC=C2)(C)C 4-chloro-2,2-dimethyl-2H-benzo[e][1,3]oxazine